(Z)-7-Octadecenyl 3-methylbutanoate CC(CC(=O)OCCCCCC\C=C/CCCCCCCCCC)C